(S)-β-amino-4-(4-fluorophenyl)-butyric acid N[C@H](CC(=O)O)CC1=CC=C(C=C1)F